2-Methoxymethyl-p-phenylen-diamin Bromid [Br-].COCC1=C(C=CC(=C1)N)N